Cl.N1C[C@@H](CC1)NC=1C=NC2=NC=CC=C2C1 (R)-N-(pyrrolidin-3-yl)-1,8-naphthyridine-3-amine hydrochloride